(R)-(4-(1-(3-trifluoromethylphenyl)ethylamino)-2-methylpyrido[3,4-d]pyrimidin-6-yl)dimethylphosphine oxide FC(C=1C=C(C=CC1)[C@@H](C)NC=1C2=C(N=C(N1)C)C=NC(=C2)P(C)(C)=O)(F)F